C(C1=CC=CC=C1)OC(=O)C=1C(=NOC1C1CC1)C1=C(N(C=2N=CN=C(C21)Cl)C2(CC2)C)C 3-(4-chloro-6-methyl-7-(1-methylcyclopropyl)-7H-pyrrolo[2,3-d]pyrimidin-5-yl)-5-cyclopropylisoxazole-4-carboxylic acid benzyl ester